NC1=CC=C(N=N1)C=1C=C2C(=NC=NC2=CC1)N 6-(6-aminopyridazin-3-yl)quinazolin-4-amine